3-methyl-5-(5-methyl-7-oxo-5,6,7,8-tetrahydropteridin-4-yl)benzoic acid CC=1C=C(C(=O)O)C=C(C1)C1=NC=NC=2NC(CN(C12)C)=O